BrC=1C=C2CCN=CC2=CC1 6-bromo-3,4-dihydroisoquinolin